(2S)-4-(methoxymethyl)pyrrolidine-1,2-dicarboxylic acid 1-(tert-butyl) 2-methyl ester COC(=O)[C@H]1N(CC(C1)COC)C(=O)OC(C)(C)C